N-Fmoc-1,3-propylenediamine bromate Br(=O)(=O)O.C(=O)(OCC1C2=CC=CC=C2C2=CC=CC=C12)NCCCN